BrC1=C(C=C(CNC(=O)C2NCCN(C2)C=2C=3C(N=CN2)=NN(C3)C3=CC(=C(C=C3)C)F)C=C1)C N-(4-bromo-3-methylbenzyl)-4-(2-(3-fluoro-4-methylphenyl)-2H-pyrazolo[3,4-d]pyrimidin-4-yl)piperazine-2-carboxamide